(1,3-dimethyl-1H-pyrazol-5-yl)(5,5-dimethyl-8-(4-morpholinopiperidin-1-yl)-1,3,4,5-tetrahydro-2H-benzo[c]azepin-2-yl)methanone CN1N=C(C=C1C(=O)N1CC2=C(C(CC1)(C)C)C=CC(=C2)N2CCC(CC2)N2CCOCC2)C